6-fluoro-7-(7-oxo-7,8-dihydro-1,8-naphthyridin-4-yl)-3,4-dihydroisoquinoline FC=1C=C2CCN=CC2=CC1C1=CC=NC=2NC(C=CC12)=O